5-allyl-4-chloro-2-((2-(trimethylsilyl)ethoxy)methyl)pyridazin-3(2H)-one C(C=C)C1=C(C(N(N=C1)COCC[Si](C)(C)C)=O)Cl